N1N=CC(=C1)C=1C=CC=2N(N1)C(=CN2)C2=CC=CC(=N2)NC2CC1(CNC1)C2 N-(6-(6-(1H-pyrazol-4-yl)imidazo[1,2-b]pyridazin-3-yl)pyridin-2-yl)-2-azaspiro[3.3]heptan-6-amine